CN(C)CC1=CC=C(C=C1)NC1=C(C=C(C(=C1)F)[N+](=O)[O-])[N+](=O)[O-] N-[4-[(dimethylamino)methyl]phenyl]-5-fluoro-2,4-dinitro-aniline